NC1=CC=C2C(=N1)N(N(C2=O)C(C)C)CCC 6-Amino-2-isopropyl-1-propyl-1,2-dihydro-3H-pyrazolo[3,4-b]pyridin-3-one